C(C)OC1=NC2=C(N1)C=C(C=C2C(=O)NCC2=C(C=CC=C2)C(F)(F)F)NC(=O)C2=C(C=CC=C2)C(F)(F)F 2-Ethoxy-N-[2-(trifluoromethyl)benzyl]-6-({[2-(trifluoromethyl)phenyl]carbonyl}amino)-1H-benzoimidazole-4-carboxamide